(2-(1-(6,7-dimethoxyquinazolin-4-yl)piperidin-4-yl)ethyl)phosphonic acid hydrochloride Cl.COC=1C=C2C(=NC=NC2=CC1OC)N1CCC(CC1)CCP(O)(O)=O